3-(5-(3-(4'-fluoro-5,5-dimethyl-3,4,5,6-tetrahydro-[1,1'-biphenyl]-2-carbonyl)-3,8-diazabicyclo[3.2.1]octan-8-yl)-1-oxoisoindolin-2-yl)piperidine-2,6-dione FC1=CC=C(C=C1)C1=C(CCC(C1)(C)C)C(=O)N1CC2CCC(C1)N2C=2C=C1CN(C(C1=CC2)=O)C2C(NC(CC2)=O)=O